C1(=CC=CC=C1)N(C1=CC=C(C=C1)C1=CC=C(C=C1)N(C1=CC(=CC=C1)C)C1=CC=CC=C1)C1=CC(=CC=C1)C N,N'-diphenyl-N,N'-bis(3-methylphenyl)-(1,1'-biphenyl)-4,4'-diamin